CN(C(CN1N=CC(=C1)C=1C(=NC=2N(C1)N=CC2C=2C=C(C(=O)NC)C=C(C2F)C)N[C@@H]2COCC2)=O)C (S)-3-(6-(1-(2-(Dimethylamino)-2-oxoethyl)-1H-pyrazol-4-yl)-5-((tetrahydrofuran-3-yl)amino)pyrazolo[1,5-a]pyrimidin-3-yl)-4-fluoro-N,5-dimethylbenzamide